ClC=1N=C(C2=C(N1)C=C(N=C2)Cl)Cl 2,4,7-trichloropyrido[4,3-d]pyrimidine